(S)-5-((5-(2-isopropoxy-6-(piperidin-3-ylmethoxy)phenyl)-1H-pyrazol-3-yl)amino)pyrazine-2-carbonitrile C(C)(C)OC1=C(C(=CC=C1)OC[C@@H]1CNCCC1)C1=CC(=NN1)NC=1N=CC(=NC1)C#N